CS(=NC(C1=CC=C(C=C1)COC1=COC(=CC1=O)CN1CC2=CC=C(C=C2C1)F)=O)(=O)C N-[Dimethyl(oxido)-λ6-sulfanylidene]-4-[({6-[(5-fluoro-1,3-dihydro-2H-isoindol-2-yl)methyl]-4-oxo-4H-pyran-3-yl}oxy)methyl]benzamide